C(C)(C)(C)OC(=O)N=S(=O)(C)C=1C=CC(=NC1)C(=O)O 5-(N-tert-butoxycarbonyl-S-methyl-sulfonimidoyl)pyridine-2-carboxylic Acid